NC(C(=O)N)CO 2-Amino-3-hydroxypropanamide